B([O-])([O-])[O-].[Ru+3] ruthenium(III) borate